N1(CCNCC1)C1=CC2=C(NC=3N(CC2)N=C(C3C(=O)N)C3=CC=C(C=C3)C(NC3=NC=CC=C3)=O)C=C1 7-(piperazin-1-yl)-2-(4-(pyridin-2-ylcarbamoyl)phenyl)-9,10-dihydro-4H-benzo[d]pyrazolo[1,5-a][1,3]diazepine-3-carboxamide